N-methyl-N-[3-({[2-({4-[(3-oxopiperazin-1-yl)carbonyl]phenyl}amino)-5-(trifluoromethyl)pyrimidin-4-yl]amino}methyl)pyridin-2-yl]methanesulfonamide CN(S(=O)(=O)C)C1=NC=CC=C1CNC1=NC(=NC=C1C(F)(F)F)NC1=CC=C(C=C1)C(=O)N1CC(NCC1)=O